ClC=1C=C2C(=CC1)NC(C21CCN(CC1)CCOC1=CC=C(C=C1)S(=O)(=O)C1(COC1)C)=O 5-chloro-1'-(2-{4-[(3-methyloxetan-3-yl)sulfonyl]phenoxy}ethyl)-1,2-dihydrospiro[indole-3,4'-piperidin]-2-one